O1C(=CC=C1)CC(CC)=O 1-(2-Furanyl)-2-butanone